FC=1C(=C(C=CC1F)[C@@H]1[C@@H](O[C@@]([C@H]1C)(C(F)(F)F)C)C(=O)NC1=CC(=[N+](C=C1)[O-])C(=O)N)OC([2H])([2H])[2H] 4-[[(2R,3R,4S,5S)-3-[3,4-Difluoro-2-(trideuteriomethoxy)phenyl]-4,5-dimethyl-5-(trifluoromethyl)tetrahydrofuran-2-carbonyl]amino]-1-oxido-pyridin-1-ium-2-carboxamid